3,4-bis(diethylphosphino)-2,5-di-p-tolylthiophene C(C)P(C1=C(SC(=C1P(CC)CC)C1=CC=C(C=C1)C)C1=CC=C(C=C1)C)CC